C(#N)C=1C=CC=2N(C(N=C(C2N1)N1C[C@H](N(C[C@@H]1CC)C(CC(=O)O)C1=CC=C(C=C1)C(F)(F)F)CC)=O)C 3-((2R,5S)-4-(6-cyano-1-methyl-2-oxo-1,2-dihydropyrido[3,2-d]pyrimidin-4-yl)-2,5-diethylpiperazin-1-yl)-3-(4-(trifluoromethyl)phenyl)propanoic acid